4-[(1S,2S)-2-(3-cyclohexyl-1,2,4-oxadiazol-5-yl)cyclopropyl]benzenesulfonamide C1(CCCCC1)C1=NOC(=N1)[C@@H]1[C@H](C1)C1=CC=C(C=C1)S(=O)(=O)N